(5R,8S)-N-(2,4-dichloro-6-fluorobenzyl)-8-hydroxy-5,6,7,8-tetrahydroquinoline-5-carboxamide ClC1=C(CNC(=O)[C@H]2C=3C=CC=NC3[C@H](CC2)O)C(=CC(=C1)Cl)F